C(C)(C)(C)OC(NC=1N=NN(C1)CC=1N=C2N(C=C(C=C2)C2CC2)C1)=O tert-butyl(1-((6-cyclopropyl imidazo[1,2-a]pyridin-2-yl)methyl)-1H-1,2,3-triazol-4-yl)carbamate